(2S)-2-(2,3-dimethylphenyl)pyrrolidine CC1=C(C=CC=C1C)[C@H]1NCCC1